OCCCCCCOC1=CC=C(C=C1)C1=CC=C(S1)C=O 5-(4-((6-hydroxyhexyl)oxy)phenyl)thiophen-2-carbaldehyde